4-[(2S)-3-amino-2-(dimethylamino)propyl]-2,6-difluoro-3,5-dimethylbenzamide NC[C@H](CC1=C(C(=C(C(=O)N)C(=C1C)F)F)C)N(C)C